CCS(=O)(=O)OC1=CN(C(=C1)C1=C(C=CC=C1)F)S(=O)(=O)C=1C=NC=CC1 (5-(2-fluorophenyl)-1-(pyridin-3-ylsulfonyl)-1H-pyrrol-3-yl) methylmethanesulfonate